ClC=1C=C(C=CC1C(=O)N1CCN(CC1)C(=O)C1CCNCC1)NC(=O)C=1N(C(=CN1)C=1C(=NN(C1)C(C)C)C(F)(F)F)C N-[3-chloro-4-[4-(piperidine-4-carbonyl)piperazine-1-carbonyl]phenyl]-1-methyl-5-[1-propan-2-yl-3-(trifluoromethyl)pyrazol-4-yl]imidazole-2-carboxamide